tert-Butyl N-[1-[5-[[2-(2-adamantyl)acetyl]amino]-1H-benzimidazol-2-yl]-2-methoxy-ethyl]carbamate C12C(C3CC(CC(C1)C3)C2)CC(=O)NC2=CC3=C(NC(=N3)C(COC)NC(OC(C)(C)C)=O)C=C2